((2R,4S)-7,8-dichloro-2,3,4,9-tetrahydro-1H-2,4-epiminocarbazol-10-yl)(5-methoxypyrimidin-2-yl)methanone ClC1=CC=C2C=3[C@@H]4C[C@H](CC3NC2=C1Cl)N4C(=O)C4=NC=C(C=N4)OC